ClC1=C(C(=CC=C1Cl)F)[C@@]1(CN(CC1)C(=O)OC(C)(C)C)NC=1C(=C2C(N(C=NC2=CC1)C(C)C)=O)C tertbutyl (S)-3-(2,3-dichloro-6-fluorophenyl)-3-(3-isopropyl-5-methyl-4-oxo-6-quinazolinylamino)-1-pyrrolidinecarboxylate